FC=1C(=C(C=C(C1)F)[Ir]C1=C(C(=CC(=C1)F)F)C1=NC=C(C=C1)C)C1=NC=C(C=C1)C bis[3,5-difluoro-2-(5-methylpyridin-2-yl)phenyl]iridium